CS(=O)(C)=NC=1C=CC(=C(C1)C=1C2=C(C(N(C1)C)=O)NC(=C2)C(=O)OCC)OC2=C(C=C(C=C2C)F)C Ethyl 4-{5-{[dimethyl(oxo)-λ6-sulfanylidene]amino}-2-(4-fluoro-2,6-dimethylphenoxy) phenyl}-6-methyl-7-oxo-6,7-dihydro-1H-pyrrolo[2,3-c]pyridine-2-carboxylate